N1(C=CC2=CC=CC=C12)C=1C(N(C(C1)=O)CC1CCOCC1)=O 3-(1H-indol-1-yl)-1-((tetrahydro-2H-pyran-4-yl)methyl)-1H-pyrrole-2,5-dione